ClC=1C2=C(N=CN1)N(CC2(C)COC)C=2C=C(C#N)C=CN2 2-(4-chloro-5-(methoxymethyl)-5-methyl-5H-pyrrolo[2,3-d]pyrimidin-7(6H)-yl)isonicotinonitrile